3-(9-((4-carboxyphenyl)carbamoyl)-4,5-dihydrobenzo[b]thieno[2,3-d]oxepin-8-yl)-6-(propylcarbamoyl)picolinic acid C(=O)(O)C1=CC=C(C=C1)NC(=O)C1=CC2=C(OCCC3=C2SC=C3)C=C1C=1C(=NC(=CC1)C(NCCC)=O)C(=O)O